(S)-2-(4-(6-fluoro-2-((tetrahydro-1H-pyrrolizin-7a(5H)-yl)methoxy)-7-(5,6,7,8-tetrahydroisoquinolin-4-yl)quinazolin-4-yl)-1-(2-fluoroacryloyl)piperazin-2-yl)acetonitrile FC=1C=C2C(=NC(=NC2=CC1C1=CN=CC=2CCCCC12)OCC12CCCN2CCC1)N1C[C@@H](N(CC1)C(C(=C)F)=O)CC#N